1-(4-(8-amino-3-isopropyl-5-(4-(methylamino)cyclohex-1-en-1-yl)imidazo[1,5-a]pyrazin-1-yl)-3-fluorophenyl)-3-phenylurea NC=1C=2N(C(=CN1)C1=CCC(CC1)NC)C(=NC2C2=C(C=C(C=C2)NC(=O)NC2=CC=CC=C2)F)C(C)C